cyclopentane-d10 [2H]C1(C(C(C(C1([2H])[2H])([2H])[2H])([2H])[2H])([2H])[2H])[2H]